6-chloro-N-hydroxy-pyridine-2-carboxamidine ClC1=CC=CC(=N1)C(=N)NO